3-(1-hydroxypropan-2-yl)-8-(1H-imidazol-1-yl)-6-(6-(trifluoromethyl)pyridin-3-yl)pyrido[3,4-d]Pyrimidin-4(3H)-one OCC(C)N1C=NC2=C(C1=O)C=C(N=C2N2C=NC=C2)C=2C=NC(=CC2)C(F)(F)F